COC(=O)C1=CC(N(C=C1)C[C@H](C)N)=O (S)-1-(2-aminopropyl)-2-oxo-1,2-dihydropyridine-4-carboxylic acid methyl ester